hexadecafluorononanoylperoxide FC(C(C(C(C(C(C(C(=O)OOC(C(C(C(C(C(C(C(C(F)(F)F)F)(F)F)(F)F)(F)F)(F)F)(F)F)(F)F)=O)(F)F)(F)F)(F)F)(F)F)(F)F)(F)F)C(F)(F)F